FC1=C(CN2C(N3C(C(=C2)C(=O)N[C@H]2[C@@H](CC2)O)=NC=C3)=O)C=CC(=C1)C1=NN(C=C1)C 6-(2-fluoro-4-(1-methyl-1H-pyrazol-3-yl)benzyl)-N-((1R,2R)-2-hydroxycyclobutyl)-5-oxo-5,6-dihydroimidazo[1,2-c]pyrimidine-8-carboxamide